FC1(C(=O)OC(C1)CC)F α,α-difluoro-γ-caprolactone